(1S)-1-[2-[3-(2-methoxyethyl)-5-methylpyrazol-1-yl]-6-[6-(6-methylpyridazin-3-yl)oxypyrazolo[1,5-a]pyridin-3-yl]pyridin-3-yl]ethanol COCCC1=NN(C(=C1)C)C1=NC(=CC=C1[C@H](C)O)C=1C=NN2C1C=CC(=C2)OC=2N=NC(=CC2)C